[C@H]12CN(C[C@H](CC1)N2)C2=NC(=NC1=C(C(=CC=C21)C2=C1C(=NNC1=CC=C2C)C)F)OCC21CCCN1CCC2 4-((1R,5S)-3,8-diazabicyclo[3.2.1]octan-3-yl)-7-(3,5-dimethyl-1H-indazol-4-yl)-8-fluoro-2-((tetrahydro-1H-pyrrolizin-7a(5H)-yl)methoxy)quinazoline